C(C)N1N=C(C=C1C1C2CC(CC12)O)C=1C=NC=C(C1)C(F)(F)F 6-[2-ethyl-5-[5-(trifluoromethyl)-3-pyridyl]pyrazol-3-yl]bicyclo[3.1.0]hexan-3-ol